CN(CCCCOC(CCCCCCCC(=O)O)CCCCCCCC(=O)O)C 9-(4-(dimethylamino)butoxy)heptadecanedioic Acid